CC(=CCCC1=CCC(CC1)C=O)C 4-(4-methyl-3-pentenyl)-3-cyclohexenyl-formaldehyde